N1[C@@H](CCC1)C(=O)OC(C)(C)C tert-butyl prolinate